FC(C1(CC1)N)F 1-(difluoromethyl)cyclopropylamine